CS(=O)(=O)OCC=1N=NC=C(C1)N1C(NC(CC1)=O)=O (5-(2,4-dioxotetrahydropyrimidin-1(2H)-yl)pyridazin-3-yl)methyl methanesulfonate